C(C)(C)(C)C1=C(C(=CC(=C1)SC=1SC=CC1)C(C)(C)C)O 2,6-Di-tert-butyl-4-(thiophenylthio)phenol